(E)-4-[4-(3-Chloro-10,11-dihydro-5H-dibenzo[b,f]azepin-5-yl)butylamino]-N-(4-piperidyloxy)-but-2-enamide ClC=1C=CC2=C(N(C3=C(CC2)C=CC=C3)CCCCNC/C=C/C(=O)NOC3CCNCC3)C1